Triphenyl-sulfonium hexafluoroantimonat F[Sb-](F)(F)(F)(F)F.C1(=CC=CC=C1)[S+](C1=CC=CC=C1)C1=CC=CC=C1